bis(3-(trifluoromethyl)phenyl)zinc FC(C=1C=C(C=CC1)[Zn]C1=CC(=CC=C1)C(F)(F)F)(F)F